C1(=C(C(=CC(=C1)C)C)C(C(=O)OC(CCCC(C)(OC(C1=CC=CC=C1)=O)C)(C)C)=O)C 2,6-dimethyl-2,6-heptanediol benzoate mesitylglyoxylate